C(\C=C/C(=O)OCCCCCC(C)C)(=O)OCCCCCC(C)C.[NH4+] ammonium diisooctyl maleate